C(=C)C(S(=O)(=O)O)C1=CC=CC=C1 vinylphenyl-methanesulfonic acid